BrC=1C=C(C=C(C1)Cl)C1N(CC(C=C1)=O)C(=O)OC(C)(C)C tert-butyl 2-(3-bromo-5-chloro-phenyl)-5-oxo-2,6-dihydropyridine-1-carboxylate